C(C)(C)(C)OC(=O)N1C[C@H](C([C@H](C1)C)(C)O)C (3R,4s,5S)-4-hydroxy-3,4,5-trimethylpiperidine-1-carboxylic acid tert-butyl ester